N-acetyl-ethylamine C(C)(=O)NCC